BrC=1C=C(OC2=CC(=C(C=C2)NC(OC(C)(C)C)=O)F)C=CC1 tert-butyl [4-(3-bromophenoxy)-2-fluorophenyl]carbamate